(E)-2-(3-hydroxy-3-methylbut-1-en-1-yl)-5-nitrophenol OC(/C=C/C1=C(C=C(C=C1)[N+](=O)[O-])O)(C)C